C(C)(C)(C)NC(CC)=O N-tertiary butyl-propanamide